2-(hydroxymethyl)-5-methoxypyridin-4-ol OCC1=NC=C(C(=C1)O)OC